C[C@H](CCCC(C)C)[C@H]1CC[C@H]2[C@@H]3CC=C4C[C@H](CC[C@@]4([C@H]3CC[C@]12C)C)S (3S,8S,9S,10R,13R,14S,17R)-17-[(1R)-1,5-dimethylhexyl]-10,13-dimethyl-2,3,4,7,8,9,11,12,14,15,16,17-dodecahydro-1H-cyclopenta[a]phenanthrene-3-thiol